5-({[1-(2-Fluoro-4-methylphenyl)cyclopropyl]carbonyl}amino)-2-(1-isobutyl-1H-pyrazol-4-yl)benzoic acid FC1=C(C=CC(=C1)C)C1(CC1)C(=O)NC=1C=CC(=C(C(=O)O)C1)C=1C=NN(C1)CC(C)C